N-(3-((3-(9H-purin-6-yl)pyridin-2-yl)amino)-4-methylphenyl)-4-(trifluoromethyl)benzamide N1=CN=C2NC=NC2=C1C=1C(=NC=CC1)NC=1C=C(C=CC1C)NC(C1=CC=C(C=C1)C(F)(F)F)=O